[Sn].C(=N)N.[Pb] lead formamidine tin